NC=1N=C(SC1C(=O)C1=CC=C(C=C1)OC(F)F)NC1=CC=C(C=C1)C(F)(F)F [4-amino-2-[4-(trifluoromethyl)anilino]thiazol-5-yl]-[4-(difluoromethoxy)phenyl]methanone